NC1=C(C=C(CCN2C(OC(C2=O)C)C=2C(=NN(C2)C2=CC=C(C=C2)Br)C2=CC=C(C=C2)F)C=C1)[N+](=O)[O-] 3-(4-Amino-3-nitrophenethyl)-2-(1-(4-bromophenyl)-3-(4-fluorophenyl)-1H-pyrazol-4-yl)-5-methyloxazolidin-4-one